(R)-3-(((3-(2,6-bis(benzyloxy)pyridin-3-yl)-4-fluoro-1-methyl-1H-indazol-5-yl)oxy)methyl)pyrrolidine-1-carboxylic acid tert-butyl ester C(C)(C)(C)OC(=O)N1C[C@@H](CC1)COC=1C(=C2C(=NN(C2=CC1)C)C=1C(=NC(=CC1)OCC1=CC=CC=C1)OCC1=CC=CC=C1)F